2-hydroxy-1,1,1-ethanetricarboxylic acid OCC(C(=O)O)(C(=O)O)C(=O)O